2-(3,4-difluorophenyl)-6-fluoro-quinoline-4-carboxylic acid FC=1C=C(C=CC1F)C1=NC2=CC=C(C=C2C(=C1)C(=O)O)F